2-[4-(4-chlorophenyl)-5-(pyridin-4-yl)-1H-imidazol-1-yl]-N-[(3R)-oxolan-3-yl]acetamide ClC1=CC=C(C=C1)C=1N=CN(C1C1=CC=NC=C1)CC(=O)N[C@H]1COCC1